(S)-8-(6-(difluoromethyl)pyridin-3-yl)-6-(2,2-dimethyl-6-(2-methylpyridin-4-yl)morpholino)-2,3-dimethylpyrido[3,4-d]pyrimidin-4(3H)-one FC(C1=CC=C(C=N1)C1=NC(=CC2=C1N=C(N(C2=O)C)C)N2CC(O[C@H](C2)C2=CC(=NC=C2)C)(C)C)F